1,3-Diethylpyrrolium methansulfonat CS(=O)(=O)[O-].C(C)[NH+]1C=C(C=C1)CC